N1=C2C(=NC=C1)CN(C2)C=2OC=1C(=NC(=CC1)C1=C(C=C(C=C1C)C(F)(F)F)O)N2 2-[2-(5,7-Dihydropyrrolo[3,4-b]pyrazin-6-yl)oxazolo[4,5-b]pyridin-5-yl]-3-methyl-5-(trifluoromethyl)phenol